(1,1'-biphenyl)-4,4'-Dicarbonyl dichloride C1(=CC=C(C=C1)C(=O)Cl)C1=CC=C(C=C1)C(=O)Cl